ClC1=C(C(=O)NC2=NC=C(C=C2F)C#CC2=CC=CC=C2)C=C(C=C1)NC(=O)C1(CC1)F 2-chloro-5-[(1-fluorocyclopropanecarbonyl)amino]-N-[3-fluoro-5-(2-phenylethynyl)-2-pyridyl]benzamide